ClC=1C=CC(=C(C1)C1=NN(C=C1NC(=O)C=1C=NN2C1N=CC=C2)CCNC2COC2)OC N-(3-(5-chloro-2-methoxyphenyl)-1-(2-(oxetan-3-ylamino)ethyl)-1H-pyrazol-4-yl)pyrazolo[1,5-a]pyrimidine-3-carboxamide